C1(CCCCC1)N(C(=O)C=1N=C(SC1)C1=C(C=C(C(=C1)NC(=O)C1=CNC(C=C1C(F)(F)F)=O)N1C[C@H](N([C@H](C1)C)C)C)F)C |r| N-cyclohexyl-2-[2-fluoro-5-[[6-oxo-4-(trifluoromethyl)-1H-pyridine-3-carbonyl]amino]-4-[rac-(3R,5S)-3,4,5-trimethylpiperazin-1-yl]phenyl]-N-methyl-1,3-thiazole-4-carboxamide